tert-butyl rac-(2S,4R)-4-[1-deuterio-1-(p-tolylsulfonyloxy)ethyl]-2-phenyl-piperidine-1-carboxylate [2H]C(C)(OS(=O)(=O)C1=CC=C(C=C1)C)[C@H]1C[C@H](N(CC1)C(=O)OC(C)(C)C)C1=CC=CC=C1 |r|